C(=C)C1=CC=C(N)C=C1 p-vinyl-aniline